(2R,3R,4S)-4-amino-2-(dimethoxymethyl)tetrahydrofuran-3-ylacetate N[C@H]1[C@H]([C@@H](OC1)C(OC)OC)CC(=O)[O-]